ClC1=CC(=C(C=C1)CN1C(NC(C2=C1C=CN2)=O)=S)C(=C)OCCCCO 1-([4-chloro-2-[1-(4-hydroxybutoxy)ethenyl]phenyl]methyl)-2-sulfanylidene-1,2,3,5-tetrahydro-4H-pyrrolo[3,2-d]pyrimidin-4-one